CC1=CC(=NN1)NC=1C2=C(N=C(N1)NC1CC3CCC(C1)N3CCC#N)OCCC2 3-((3-exo)-3-((4-((5-methyl-1H-pyrazol-3-yl)amino)-6,7-dihydro-5H-pyrano[2,3-d]pyrimidin-2-yl)amino)-8-azabicyclo[3.2.1]octan-8-yl)propionitrile